ClC1=C(C=CC=C1)CC1=CC=C(C=C1)OC1COCC1 1-chloro-2-(4-tetrahydrofuran-3-yloxy-benzyl)-benzene